(±)-[4-(3-Bromo-2-fluoroanilino)-7,8-dihydro[1,4]dioxino[2,3-g]quinazolin-7-yl]methyl methanesulfonate CS(=O)(=O)OC[C@H]1COC2=C(C=C3C(=NC=NC3=C2)NC2=C(C(=CC=C2)Br)F)O1 |r|